N-(2-(3-chloro-1-methyl-1H-pyrazol-4-yl)-6-methylpyrimidin-4-yl)-5-isopropyl-8-((2R,3S)-2-methyl-3-((methylsulfonyl)methyl)azetidin-1-yl)isoquinolin-3-amine ClC1=NN(C=C1C1=NC(=CC(=N1)NC=1N=CC2=C(C=CC(=C2C1)C(C)C)N1[C@@H]([C@H](C1)CS(=O)(=O)C)C)C)C